N-[(9H-fluoren-9-ylmethoxy)carbonyl]-glutamic acid 5-tert-butyl ester C(C)(C)(C)OC(CC[C@H](NC(=O)OCC1C2=CC=CC=C2C=2C=CC=CC12)C(=O)O)=O